FC1(CCC(CC1)C1(C(NC2=C(C=CC=C12)C(F)(F)F)=O)C1=CC2=C(B(OC2)O)C=C1)F 3-(4,4-difluorocyclohexyl)-3-(1-hydroxy-1,3-dihydrobenzo[c][1,2]oxaborol-5-yl)-7-(trifluoromethyl)indolin-2-one